CO[C@H](C(=O)O)C1=CC=CC=C1 (2S)-2-methoxy-2-phenyl-acetic acid